(3-chloro-5-methoxyphenyl)-N2-isopropyl-N4-(2-(trifluoromethyl)pyridin-4-yl)-1,3,5-triazine-2,4-diamine ClC=1C=C(C=C(C1)OC)C1=NC(=NC(=N1)NC(C)C)NC1=CC(=NC=C1)C(F)(F)F